F[C@H]1[C@@H](CN(CC1)C(=O)OCC1=CC=CC=C1)O benzyl (3R,4R)-4-fluoro-3-hydroxypiperidine-1-carboxylate